BrC=1C=NC(=NC1)NC1=C(C=C(C(=C1)OC)N1CCC(CC1)N1CCOCC1)C 5-Bromo-2-((5-methoxy-2-methyl-4-(4-morpholinopiperidin-1-yl)phenyl)amino)pyrimidine